C(C(O)C)(=O)[O-].[PH4+] phosphonium lactat